C(C)(=O)C=1OC(=CN1)C1=CC(=C2C=CC=NC2=C1)C1(CC1)NC(C1=C(C=CC(=C1)OCC1N(CC1)C)C)=O N-(1-(7-(2-Acetyloxazol-5-yl)quinolin-5-yl)cyclopropyl)-2-methyl-5-((1-methylazetidin-2-yl)methoxy)benzamide